3-((2S)-2-(9a-((4-fluorophenyl)sulfonyl)-3-(perfluoropropan-2-yl)-6,6a,7,8,9,9a-hexahydro-5H-pyrrolo[2,3-H]Quinoline-7-carbonyl)-5-oxopyrrolidin-1-yl)propionitrile FC1=CC=C(C=C1)S(=O)(=O)C12C(CCC=3C=C(C=NC13)C(C(F)(F)F)(C(F)(F)F)F)N(CC2)C(=O)[C@H]2N(C(CC2)=O)CCC#N